o-sulfonylbenzene potassium [K].S(=O)(=O)=C1CC=CC=C1